O[C@H]1C[C@@H](COC1)C(=O)OC |r| (±)-trans-methyl 5-hydroxytetrahydro-2H-pyran-3-carboxylate